N-((3R,4S)-4-((7-(2,6-difluoro-3,5-dimethoxyphenyl)-5-morpholino-2,6-naphthyridin-3-yl)amino)tetrahydrofuran-3-yl)acrylamide FC1=C(C(=C(C=C1OC)OC)F)C1=NC(=C2C=C(N=CC2=C1)N[C@H]1[C@H](COC1)NC(C=C)=O)N1CCOCC1